NC=1C(=NC(=CC1)Br)C(=O)N(C)C 3-amino-6-bromo-N,N-dimethylpicolinamide